6-[4-(3-fluoro-1-tetrahydropyran-2-yl-pyrazol-4-yl)-2-(methoxymethoxy)phenyl]-3-methylsulfonyl-1,2,4-triazine FC1=NN(C=C1C1=CC(=C(C=C1)C1=CN=C(N=N1)S(=O)(=O)C)OCOC)C1OCCCC1